C(C(C)C)S(=O)(=O)C=1C=C(OC[C@H](CN[C@H]2COC3(C2)CCN(CC3)S(=O)(=O)C=3C=NC2=CC=CC=C2C3)O)C=CC1 (S)-1-(3-(isobutylsulfonyl)phenoxy)-3-((R)-8-(quinolin-3-ylsulfonyl)-1-oxa-8-azaspiro[4.5]decan-3-ylamino)propan-2-ol